(2-(4-bromophenyl)-2-(2,4,5-trimethoxyphenyl)ethyl)(phenyl)selenane BrC1=CC=C(C=C1)C(CC1([Se]CCCC1)C1=CC=CC=C1)C1=C(C=C(C(=C1)OC)OC)OC